(Z)-2-((4-bromothiophen-2-yl) methylene)-3-oxo-2,3-dihydrobenzofuran-6-ylacetate BrC=1C=C(SC1)\C=C\1/OC2=C(C1=O)C=CC(=C2)CC(=O)[O-]